tert-butyl (4-((3-(butylamino)-8-(4-methylpiperazin-1-yl)-6-oxopyrimido[4,5-c]isoquinolin-5(6H)-yl)methyl)cyclohexyl)carbamate C(CCC)NC=1N=CC2=C(N(C(C=3C=C(C=CC23)N2CCN(CC2)C)=O)CC2CCC(CC2)NC(OC(C)(C)C)=O)N1